C1(CC1)CC1(NC(NC1=O)=O)CNC(=O)C1=NN(N=C1)C1=CC=C(C=C1)F N-[(4-(cyclopropylmethyl)-2,5-dioxoimidazolidin-4-yl)methyl]-2-(4-fluorophenyl)-2H-1,2,3-triazole-4-carboxamide